5-(2-(2-((5-(5H-pyrido[4,3-b]indol-7-yl)pyridin-2-yl)oxy)ethoxy)ethoxy)-2-(2,6-dioxopiperidin-3-yl)isoindoline-1,3-dione C1=NC=CC=2NC=3C=C(C=CC3C21)C=2C=CC(=NC2)OCCOCCOC=2C=C1C(N(C(C1=CC2)=O)C2C(NC(CC2)=O)=O)=O